COC=1C=C(C=O)C=CC1OC(CC=C)CCCCCCCCCC 3-methoxy-4-(tetradec-1-en-4-yloxy)benzaldehyde